(R)-N-(7-(4-amino-1-(piperidin-3-yl)-1H-pyrazolo[3,4-d]pyrimidin-3-yl)benzo[d][1,3]dioxol-4-yl)-[1,1'-biphenyl]-4-carboxamide NC1=C2C(=NC=N1)N(N=C2C2=CC=C(C1=C2OCO1)NC(=O)C1=CC=C(C=C1)C1=CC=CC=C1)[C@H]1CNCCC1